N-((R)-1-(4-(ethylsulfonyl)phenyl)-2-hydroxyethyl)-6-((2S,4R)-2-((trifluoromethoxy)methyl)-4-(4-(trifluoromethyl)phenyl)pyrrolidin-1-yl)nicotinamide C(C)S(=O)(=O)C1=CC=C(C=C1)[C@H](CO)NC(C1=CN=C(C=C1)N1[C@@H](C[C@@H](C1)C1=CC=C(C=C1)C(F)(F)F)COC(F)(F)F)=O